IC=1C=C(C=CC1)C=1C=CC=2N=C(N=C(C2N1)NS(=O)(=O)C)[2H] N-(6-(3-Iodophenyl)pyrido[3,2-d]pyrimidin-4-yl-2-d)methanesulfonamide